FC1=C(OCC2=CC=C(C(=O)N(C)C)C=C2)C(=CC(=C1)CN1CC2=CC=CC=C2C1)OC 4-((2-Fluoro-4-(isoindolin-2-ylmethyl)-6-methoxyphenoxy)methyl)-N,N-di-methylbenzamide